(2r,4s)-2-(4-(3-(tert-Butyl)phenyl)piperidine-1-carbonyl)-5-azaspiro[3.4]octan C(C)(C)(C)C=1C=C(C=CC1)C1CCN(CC1)C(=O)C1CC2(C1)NCCC2